(3,3-dimethyl-1-butynyl)copper CC(C#C[Cu])(C)C